NC1=C(C(=NC(=C1)C1=C(C(=C(C=C1)Cl)OC)F)C(=O)[O-])Cl 4-amino-3-chloro-6-(4-chloro-2-fluoro-3-methoxyphenyl)pyridine-2-carboxylate